CSC=1N=C2N(C(C1)=O)C=CC=N2 (methylthio)-4H-pyrimido[1,2-a]pyrimidin-4-one